3-(4-mercaptophenyl)-6-methoxy-2-methyl-quinazolin-4(3H)-one SC1=CC=C(C=C1)N1C(=NC2=CC=C(C=C2C1=O)OC)C